2-[2-(2,3-Dimethylphenyl)-7-azaspiro[3.5]nonane-7-carbonyl]-7-oxa-5-azaspiro[3.4]octan-6-one CC1=C(C=CC=C1C)C1CC2(C1)CCN(CC2)C(=O)C2CC1(C2)NC(OC1)=O